C(CCCCCCCCC)(=O)O[C@@H]1[C@](O[C@H](C1)N1C2=NC(=NC(=C2N=C1)N)F)(COP(=O)(OC1=CC=CC=C1)N[C@H](C(=O)OCCCCCCCCCCCCCCCCCC)CC1=CC=CC=C1)C#C (2R,3S,5R)-5-(6-Amino-2-fluoro-9H-purin-9-yl)-2-ethynyl-2-((((((S)-1-(octadecyloxy)-1-oxo-3-phenylpropan-2-yl)amino)(phenoxy)phosphoryl)oxy) methyl)tetrahydrofuran-3-yl decanoate